tert-butyl N-[(3R)-7-[[[2-[tert-butyl(dimethyl)silyl]oxyspiro[3.3]heptane-6-carbonyl]amino]carbamoyl]-5-[(4-chlorophenyl)methyl]-4-oxo-2,3-dihydro-1,5-benzothiazepin-3-yl]carbamate [Si](C)(C)(C(C)(C)C)OC1CC2(C1)CC(C2)C(=O)NNC(=O)C=2C=CC1=C(N(C([C@H](CS1)NC(OC(C)(C)C)=O)=O)CC1=CC=C(C=C1)Cl)C2